ClC=1C=CC2=C(C(C[C@@H](O2)C(=O)NC23CC(C2)(C3)N3N=CC(=C3)OCCOC)=O)C1 (2R)-6-chloro-N-{3-[4-(2-methoxyethoxy)-1H-pyrazol-1-yl]bicyclo[1.1.1]pentan-1-yl}-4-oxo-3,4-dihydro-2H-1-benzopyran-2-carboxamide